rel-3-chloro-4-[(3,5-difluoropyridin-2-yl)methoxy]-2'-[6-(1,2-dihydroxypropan-2-yl)pyridin-2-yl]-5',6-dimethyl-[1,4'-bipyridin]-2-one ClC=1C(N(C(=CC1OCC1=NC=C(C=C1F)F)C)C1=CC(=NC=C1C)C1=NC(=CC=C1)[C@@](CO)(C)O)=O |o1:31|